N-(1-(azetidin-1-ylmethyl)cyclopropyl)-2,3,3,3-tetrafluoro-2-(4-fluorophenyl)propanamide N1(CCC1)CC1(CC1)NC(C(C(F)(F)F)(C1=CC=C(C=C1)F)F)=O